NC1=NC=NC=2C3=C(CC4(CCCC4)C12)C(=C(C=C3)O[C@@H]3CC[C@@H](CC3)N)NCC(=O)O 2-[[4-amino-8-(cis-4-aminocyclohexyloxy)spiro[6H-benzo[H]quinazolin-5,1'-cyclopentane]-7-yl]amino]acetic acid